(4-methoxyphenyl)-9H-carbazole-2,7-diamine COC1=CC=C(C=C1)C1=C(C=CC=2C3=CC=C(C=C3NC12)N)N